[Co]=S.[Cu] copper cobalt sulfide